NC1=C(C=C2CCN(C(C2=C1)CCC1=CNC2=CC=C(C=C12)OC)C(=O)N1CCOCC1)OC (7-Amino-6-methoxy-1-(2-(5-methoxy-1H-indol-3-yl)ethyl)-3,4-dihydroisoquinolin-2(1H)-yl)(morpholinyl)methanone